N1(N=CN=C1)C[C@H](C)OC1=C(C#N)C=CC(=C1)C=1C=NC(=NC1)NC=1C(=NN(C1)C1CCC(CC1)N1CCOCC1)OCC1CCOCC1 2-(((S)-1-(1H-1,2,4-triazol-1-yl)propan-2-yl)oxy)-4-(2-((1-((1r,4r)-4-morpholinocyclohexyl)-3-((tetrahydro-2H-pyran-4-yl)methoxy)-1H-pyrazol-4-yl)amino)pyrimidin-5-yl)benzonitrile